C1=CC=CC=2C3=CC=CC=C3C(C12)COC(=O)NC1CC(N(C1)C(=O)OCCCC)C(NC1=NC(=CC=C1)Br)=O butyl 4-((((9H-fluoren-9-yl)methoxy)carbonyl)amino)-2-((6-bromopyridin-2-yl)carbamoyl)pyrrolidine-1-carboxylate